N1(C=NC=C1)CC=O 2-(1H-imidazol-1-yl)ethane-1-one